O=C1C[C@H](CC1)C(=O)O (1S)-3-oxocyclopentane-1-carboxylic acid